F[C@@H]1[C@@H](C1)NC(=O)C1=CN=C2N1N=C(C=C2N(C)CC2=CC=C(C=C2)OC)N2CCC1=C(C=CC=C21)N2CCNCC2 N-[(1R,2S)-2-fluorocyclopropyl]-8-{[(4-methoxyphenyl)methyl](methyl)amino}-6-[4-(piperazin-1-yl)-2,3-dihydroindol-1-yl]imidazo[1,2-b]pyridazine-3-carboxamide